(S)-quinuclidin-3-yl (5-(4-cyclopropylphenyl)-2,2-diethyl-2,3-dihydro-1H-inden-1-yl)carbamat C1(CC1)C1=CC=C(C=C1)C=1C=C2CC(C(C2=CC1)NC(O[C@@H]1CN2CCC1CC2)=O)(CC)CC